ClC=1C=C(C=CC1F)N1C[C@H](CC1=O)C(=O)NC1=CC(=NN1)C1CC1 (S)-1-(3-chloro-4-fluorophenyl)-N-(3-cyclopropyl-1H-pyrazol-5-yl)-5-oxopyrrolidine-3-carboxamide